COC=1C=C2C(=C(C(N(C2=CC1OC1COCC1)C)=O)C(=O)N)N1CCC(CC1)C=1OC2=C(N1)C=C(C=C2)C 6-Methoxy-1-methyl-4-[4-(5-methyl-1,3-benzooxazol-2-yl)piperidin-1-yl]-2-oxo-7-[(oxolan-3-yl)oxy]-1,2-dihydroquinoline-3-carboxamide